tert-Butoxycarbonylaminopropionic acid C(C)(C)(C)OC(=O)NC(C(=O)O)C